P(=S)(SC(C)C)([O-])[O-].[Zn+2] zinc iso-propyl dithiophosphate